2-(4-bromo-3-methoxyphenyl)pyridine BrC1=C(C=C(C=C1)C1=NC=CC=C1)OC